Ethyl 1-(4-hydroxy-5-((4-(trifluoromethyl)benzyl)carbamoyl)pyridin-2-yl)-1H-pyrazole-4-carboxylate OC1=CC(=NC=C1C(NCC1=CC=C(C=C1)C(F)(F)F)=O)N1N=CC(=C1)C(=O)OCC